N-(((9H-fluoren-9-yl)methoxy)carbonyl)-O-(tert-butyldimethylsilyl)-L-serine C1=CC=CC=2C3=CC=CC=C3C(C12)COC(=O)N[C@@H](CO[Si](C)(C)C(C)(C)C)C(=O)O